Cl.C(C)(C)NN isopropyl-hydrazine hydrochloride salt